(R)-N-(2-fluoro-4-methyl-5-(7-methyl-2-(methylamino)pyrido[2,3-d]pyrimidin-6-yl)phenyl)-3-(2,2,2-trifluoroethyl)pyrrolidine-1-carboxamide FC1=C(C=C(C(=C1)C)C1=CC2=C(N=C(N=C2)NC)N=C1C)NC(=O)N1C[C@H](CC1)CC(F)(F)F